FC1=CC(=C(C=C1F)C1CC(C(O1)=O)=C)C=1C=NN(C1)C 5-(4,5-difluoro-2-(1-methyl-1H-pyrazol-4-yl)phenyl)-3-methylenedihydrofuran-2(3H)-one